2'-methyl-9'-(4,4,5,5-tetramethyl-1,3,2-dioxaborolan-2-yl)-1',2'-dihydro-4'H-spiro[cyclopropane-1,3'-pyrazino[1,2-b]indazole] CN1CC=2N(N=C3C=CC(=CC23)B2OC(C(O2)(C)C)(C)C)CC12CC2